C(=C)C1=CC=C2C(=N1)NC=N2 5-vinyl-3H-imidazo[4,5-b]pyridine